N-({4-[2-(trifluoromethyl)imidazo[1,2-a]pyridine-6-sulfonyl]phenyl}methyl)furo[2,3-c]pyridine-2-carboxamide FC(C=1N=C2N(C=C(C=C2)S(=O)(=O)C2=CC=C(C=C2)CNC(=O)C2=CC=3C(=CN=CC3)O2)C1)(F)F